NCC1CCC(CC1)N1C2=NC(=NC=C2N=C1NC1=CC(=CC(=C1)Cl)Cl)NC(C)(C)C 9-((1S,4S)-4-(aminomethyl)cyclohexyl)-N2-(tert-butyl)-N8-(3,5-dichlorophenyl)-9H-purine-2,8-diamine